CN1N=NC2=C1C=CC(=C2C)[C@H](CC(=O)OCC)C=2C=C(C1=C(C=CS1)C2)CN2CC1(OC3=C(C2)N=C(C=C3)O)CC1 ethyl (3R)-3-(1,4-dimethyl-1H-benzotriazol-5-yl)-3-{7-[(7'-hydroxy-3'H-spiro[cyclopropane-1,2'-pyrido[2,3-f][1,4]oxazepin]-4'(5'H)-yl)methyl]-1-benzothiophen-5-yl}propanoate